8-fluoro-2-(4-(2-hydroxypropan-2-yl)-bicyclo[2.2.2]octan-1-yl)quinoline-6-carbaldehyde FC=1C=C(C=C2C=CC(=NC12)C12CCC(CC1)(CC2)C(C)(C)O)C=O